tert-butyl (2R,6S)-4-[8-({8-fluoro-2-methylimidazo[1,2-a]pyridin-6-yl}carbamoyl)-3-methylquinoxalin-5-yl]-2,6-dimethylpiperazine-1-carboxylate FC=1C=2N(C=C(C1)NC(=O)C=1C=CC(=C3N=C(C=NC13)C)N1C[C@H](N([C@H](C1)C)C(=O)OC(C)(C)C)C)C=C(N2)C